(E)-N'-{4-[[1-(6-chloropyridin-2-yl)-1H-pyrazol-3-yl]oxy]-2,5-dimethylphenyl}-N-ethyl-N-methylformamidine ClC1=CC=CC(=N1)N1N=C(C=C1)OC1=CC(=C(C=C1C)/N=C/N(C)CC)C